FC(OC1=C(C=C(C=C1)B1OC(C(O1)(C)C)(C)C)OCCC(C)(C)C)F 2-(4-(difluoromethoxy)-3-(3,3-dimethylbutoxy)phenyl)-4,4,5,5-tetramethyl-1,3,2-dioxaborolan